N([C@@H](CCC(N)=O)C(=O)O)[S] glutaminosulfur